ClC1=C(C(=C(C(C#N)=C1)C#N)Cl)Cl trichlorophthalonitrile